2-(4-(2-(5-chloropyridin-2-yl)-2-methylbenzo[d][1,3]dioxol-4-yl)-2-cyano-6-fluorobenzyl)-1-(((S)-oxetan-2-yl)methyl)-1H-benzo[d]imidazole-6-carboxylic acid ClC=1C=CC(=NC1)C1(OC2=C(O1)C=CC=C2C2=CC(=C(CC1=NC3=C(N1C[C@H]1OCC1)C=C(C=C3)C(=O)O)C(=C2)F)C#N)C